4-trifluoromethyl-benzoic acid FC(C1=CC=C(C(=O)O)C=C1)(F)F